C(C)(=O)C1=CC(=CC=2N(C(=NC21)CCl)C[C@H]2OCC2)C(=O)OC methyl (S)-4-acetyl-2-(chloromethyl)-1-(oxetan-2-ylmethyl)-1H-benzo[d]imidazole-6-carboxylate